tert-butyl 4-[(3S)-4-benzyloxycarbonyl-3-(cyanomethyl)piperazin-1-yl]-2-methylsulfinyl-5,6,7,9-tetrahydropyrimido[4,5-c]azepine-8-carboxylate C(C1=CC=CC=C1)OC(=O)N1[C@H](CN(CC1)C1=NC(=NC=2CN(CCCC21)C(=O)OC(C)(C)C)S(=O)C)CC#N